(3R,4R)- and (3S,4S)-N-[3-(4-methylpiperazin-1-yl)phenyl]-2-[(1-methylpiperidin-4-yl)methyl]-1-oxo-3-[4-(trifluoromethyl)phenyl]-3,4-dihydroisoquinoline-4-carboxamide CN1CCN(CC1)C=1C=C(C=CC1)NC(=O)[C@H]1[C@@H](N(C(C2=CC=CC=C12)=O)CC1CCN(CC1)C)C1=CC=C(C=C1)C(F)(F)F |r|